[Si](C1=CC=CC=C1)(C1=CC=CC=C1)(C(C)(C)C)OCCCC=O 4-((tert-butyldiphenylsilyl)oxy)butanal